OCCN1CCC(CC1)N 1-(2-hydroxyethyl)-4-aminopiperidine